BrC=1C=C(SC1Br)C=1SC(=CC1)C(C)(C)C 4,5-dibromo-5'-(tert-butyl)-2,2'-bithiophene